BrC=1C(=C(C(=NC1)C(=O)C=1C=2C=NN(C2C(=CC1)F)C1OCCCC1)NC(OC(C)(C)C)=O)C tert-Butyl N-[5-bromo-2-(7-fluoro-1-tetrahydropyran-2-yl-indazole-4-carbonyl)-4-methyl-3-pyridyl]carbamate